(2R,4S)-N-((S)-1-(((6-amino-2-methylpyridin-3-yl)methyl)amino)-1-oxopropan-2-yl)-4-((+-)-1-phenylethyl)pyrrolidine-2-carboxamide dihydrochloride Cl.Cl.NC1=CC=C(C(=N1)C)CNC([C@H](C)NC(=O)[C@@H]1NC[C@@H](C1)[C@@H](C)C1=CC=CC=C1)=O |&1:23|